COC=1C=C2C(=NC(=NC2=CC1OC)O)N[C@H](C)C1=CC(=CC=C1)C(F)(F)F (R)-6,7-dimethoxy-4-((1-(3-trifluoromethylphenyl)ethyl)amino)quinazolin-2-ol